2,5-dimethyl-2H-1,2,3-triazole-4-sulfonyl chloride CN1N=C(C(=N1)S(=O)(=O)Cl)C